2-(2-((5-(1-aminoisoquinolin-7-yl)-2-cyclobutyl-2H-indazol-3-yl)methoxy)-4-methoxyphenyl)acetic acid NC1=NC=CC2=CC=C(C=C12)C1=CC2=C(N(N=C2C=C1)C1CCC1)COC1=C(C=CC(=C1)OC)CC(=O)O